(3R)-3-amino-5-[(4-chlorophenyl)methyl]-7-[5-[4-(dimethylamino)-1,1-dimethyl-butyl]-1,3,4-oxadiazol-2-yl]-8-fluoro-1,1-dioxo-2,3-dihydro-1λ6,5-benzothiazepin-4-one N[C@H]1CS(C2=C(N(C1=O)CC1=CC=C(C=C1)Cl)C=C(C(=C2)F)C=2OC(=NN2)C(CCCN(C)C)(C)C)(=O)=O